C1(CCC1)NC(COC=1C=2N(C=C(C1)OC)N=C(C2)C=2N=C1SC(=NN1C2)OC)=O N-cyclobutyl-2-(6-methoxy-2-(2-methoxyimidazo[2,1-b][1,3,4]thiadiazol-6-yl)pyrazolo[1,5-a]pyridin-4-yloxy)acetamide